methyl((1-((2-(3,5-dichlorophenyl)-6-((6-(4-methylpiperazin-1-yl)pyridin-3-yl)oxy)pyridin-4-yl)methyl) piperidin-4-yl)methyl)carbamate COC(NCC1CCN(CC1)CC1=CC(=NC(=C1)OC=1C=NC(=CC1)N1CCN(CC1)C)C1=CC(=CC(=C1)Cl)Cl)=O